CC=1C(=NC=CC1)C1=CC=CC=C1 methyl(phenyl)pyridine